(2R,4S)-1-[(2R)-2-(4-cyclopropyltriazol-1-yl)-3,3-dimethyl-butanoyl]-4-hydroxy-N-[[1-(methoxymethyl)isochroman-1-yl]methyl]pyrrolidine-2-carboxamide C1(CC1)C=1N=NN(C1)[C@@H](C(=O)N1[C@H](C[C@@H](C1)O)C(=O)NCC1(OCCC2=CC=CC=C12)COC)C(C)(C)C